17-Hydroxy-6-methylpregna-4,6-diene-3,20-dione acetate C(C)(=O)O.O[C@]1(C(C)=O)CC[C@H]2[C@@H]3C=C(C4=CC(CC[C@]4(C)[C@H]3CC[C@]12C)=O)C